tri(propylhexyl) phosphate P(=O)(OC(CCCCC)CCC)(OC(CCCCC)CCC)OC(CCCCC)CCC